C(C)(C)(C)OC(NCCCN1CCN(CC1)C1=NC(=C(C(=C1C#N)CC)C#N)SC(C(=O)N)C1=CC=CC=C1)=O (3-(4-(6-((2-amino-2-oxo-1-phenylethyl)thio)-3,5-dicyano-4-ethylpyridin-2-yl)piperazin-1-yl)propyl)carbamic acid tert-butyl ester